5,5-dimethyl-4-(p-tolyl)dihydrothiophene-2(3H)-one CC1(C(CC(S1)=O)C1=CC=C(C=C1)C)C